tert-butyl 3-[(6-iodopyridazin-3-yl) amino]-8-azabicyclo[3.2.1]octane-8-carboxylate IC1=CC=C(N=N1)NC1CC2CCC(C1)N2C(=O)OC(C)(C)C